2-(2,2-di((9Z,12Z)-octadeca-9,12-dien-1-yl)-1,3-dioxolan-4-yl)-N,N-dimeth-ylethanamine C(CCCCCCC\C=C/C\C=C/CCCCC)C1(OCC(O1)CCN(C)C)CCCCCCCC\C=C/C\C=C/CCCCC